(-)-2-(5-chloro-2-fluorophenyl)-2-({4-[(2-imino-2,3-dihydro-1,3-oxazol-3-yl)methyl]-1H-1,3-benzodiazol-2-yl}amino)propan-1-ol ClC=1C=CC(=C(C1)C(CO)(C)NC1=NC2=C(N1)C=CC=C2CN2C(OC=C2)=N)F